N-[3-[2-(difluoromethoxy)-5-[1-(4-piperidyl)pyrazol-4-yl]oxy-phenyl]-1-methyl-pyrazol-4-yl]pyrazolo[1,5-a]pyrimidine-3-carboxamide FC(OC1=C(C=C(C=C1)OC=1C=NN(C1)C1CCNCC1)C1=NN(C=C1NC(=O)C=1C=NN2C1N=CC=C2)C)F